C1(=CC=CC=C1)N=P(N(C)C)(N(C)C)N(C)C phenylimino-tris(dimethylamino)phosphorane